C(C1=CC=CC=C1)(=O)C1=C(C=CC=C1)[S+](C1=CC=CC=C1)C1=C(C=CC=C1)C(C1=CC=CC=C1)=O bis(benzoylphenyl)phenylsulfonium